6-(4-(7-((2-(2,6-dioxopiperidin-3-yl)-1,3-dioxoisoindolin-5-yl)oxy)heptyl)piperazin-1-yl)nicotinic acid O=C1NC(CCC1N1C(C2=CC=C(C=C2C1=O)OCCCCCCCN1CCN(CC1)C1=NC=C(C(=O)O)C=C1)=O)=O